ClC=1C=C(C=CC1)N1CCN(CC1)CC[C@@H]1OC(C2(C1)CCN(CC2)C(CNC(C(C)(C)C)=O)=O)=O (R)-N-(2-(3-(2-(4-(3-chlorophenyl)piperazin-1-yl)ethyl)-1-oxo-2-oxa-8-azaspiro[4.5]decan-8-yl)-2-oxoethyl)pivalamide